1,4-dimethoxy-naphthalene-7-sulfonic acid lithium salt [Li+].COC1=CC=C(C2=CC=C(C=C12)S(=O)(=O)[O-])OC